5-(3-(diphenyl(4-(4,4,5,5-tetramethyl-1,3,2-dioxaborolan-2-yl)phenyl)silyl)phenyl)-2,3-diphenylpyrazine C1(=CC=CC=C1)[Si](C=1C=C(C=CC1)C=1N=C(C(=NC1)C1=CC=CC=C1)C1=CC=CC=C1)(C1=CC=C(C=C1)B1OC(C(O1)(C)C)(C)C)C1=CC=CC=C1